2-(1-cyanocyclopropyl)-4-(trifluoromethyl)benzonitrile C(#N)C1(CC1)C1=C(C#N)C=CC(=C1)C(F)(F)F